N1=C(CC(C=C1)(C(=O)O)C(=O)O)C1=NC=CC=C1.[Cu] copper 2,2-bipyridine-4,4-dicarboxylic acid